methyl 3-((((2S,3R)-3-(3,3-difluorobutyl)-2-fluoro-5-(4-fluorophenyl)-1,1-dioxido-7-(trifluoromethyl)-2,3,4,5-tetrahydrobenzo[b][1,4]thiazepin-8-yl)oxy)methyl)picolinate FC(CC[C@@H]1CN(C2=C(S([C@@H]1F)(=O)=O)C=C(C(=C2)C(F)(F)F)OCC=2C(=NC=CC2)C(=O)OC)C2=CC=C(C=C2)F)(C)F